BrC1=CC(=CC=C1)C1(CC1)C(F)(F)F 1-bromo-3-(1-(trifluoromethyl)cyclopropyl)benzene